1-(5-chloro-2-ethoxybenzyl)-4-isopropylpiperazine ClC=1C=CC(=C(CN2CCN(CC2)C(C)C)C1)OCC